methyl 2-bromo-5-(4-chlorobenzo[d]oxazol-2-yl)isonicotinate BrC=1C=C(C(=O)OC)C(=CN1)C=1OC2=C(N1)C(=CC=C2)Cl